2,3,4-O-trinonanoyl-sorbitol C(CCCCCCCC)(=O)[C@@](CO)(O)[C@@](O)([C@H](OC(CCCCCCCC)=O)[C@H](O)CO)C(CCCCCCCC)=O